2-methyl-5-methoxybenzimidazole CC=1NC2=C(N1)C=CC(=C2)OC